N1=CC(=CC=C1)CC1=CC=CC=C1 (pyridin-3-ylmethyl)benzene